7-((5-chloro-2-((2-isopropoxy-4-(4-methylpiperazin-1-yl)phenyl)amino)pyrimidin-4-yl)amino)isoindolin-1-one ClC=1C(=NC(=NC1)NC1=C(C=C(C=C1)N1CCN(CC1)C)OC(C)C)NC=1C=CC=C2CNC(C12)=O